(7-(8-chloro-7-fluoro-3-hydroxynaphthalen-1-yl)-6,8-difluoro-2-(((2r,7as)-2-fluorohexahydro-1H-pyrrolizin-7a-yl)methoxy)quinazolin-4-yl)-2-thia-1,3,7-triazaspiro[4.5]decane 2,2-dioxide ClC=1C(=CC=C2C=C(C=C(C12)C1=C(C=C2C(=NC(=NC2=C1F)OC[C@]12CCCN2C[C@@H](C1)F)N1S(NCC12CNCCC2)(=O)=O)F)O)F